(3S)-3-Amino-4-(3,3,4,4,5,5-hexafluoro-1-piperidyl)-4-oxo-butanoic acid N[C@@H](CC(=O)O)C(=O)N1CC(C(C(C1)(F)F)(F)F)(F)F